4-(5-chlorofuran-2-yl)-1,3-bis(2,4-difluorophenyl)-5-methyl-4,5-dihydro-1H-pyrazole-5-carboxylic acid methyl ester COC(=O)C1(C(C(=NN1C1=C(C=C(C=C1)F)F)C1=C(C=C(C=C1)F)F)C=1OC(=CC1)Cl)C